methyl morpholine-3-carboxylate N1C(COCC1)C(=O)OC